[2-bromo-4-(trifluoromethyl)-3-thienyl]methanol BrC=1SC=C(C1CO)C(F)(F)F